C(C1=CN=CC=C1)(=O)OC1=C(C(=CC(=C1)Br)C=NC(CC1=CC=C(C=C1)OC(C(C)C)=O)C(COC)=O)O 5-bromo-2-hydroxy-3-((1-(4-(isobutyryloxy)-phenyl)-4-methoxy-3-oxobutan-2-ylimino)-methyl)phenyl nicotinate